C1(=CC=CC=C1)C1=C(C(=C(C2=C1SC1=C2C=CC=C1)C1=NN=NC(=C1C1=C(C=CC=C1)C1=CC=CC=C1)C1=CC=CC=C1)C1=CC=CC=C1)C1=C(C=CC=C1)C1=CC=CC=C1 phenyl(biphenylyl)Phenyl[phenyl(biphenylyl)triazinyl]dibenzothiophene